C(#C)C1=CC(N(C=2N=C(N=CC21)NC2=C(C=CC=C2)OC)C2=CC=C(C=C2)NC(C)=O)=O N-(4-(5-Ethynyl-2-((2-methoxyphenyl)amino)-7-oxopyrido[2,3-d]pyrimidin-8(7H)-yl)phenyl)acetamide